2,2'-((propane-2,2-diylbis(2,6-di(thianthren-1-yl)-4,1-phenylene))bis(oxy))bis(ethan-1-ol) CC(C)(C1=CC(=C(C(=C1)C1=CC=CC=2SC3=CC=CC=C3SC12)OCCO)C1=CC=CC=2SC3=CC=CC=C3SC12)C1=CC(=C(C(=C1)C1=CC=CC=2SC3=CC=CC=C3SC12)OCCO)C1=CC=CC=2SC3=CC=CC=C3SC12